2-chloro-N-(5-(8-ethyl-2-fluoroquinazolin-6-yl)-6-methylpyridin-2-yl)-3-fluorobenzenesulfonamide ClC1=C(C=CC=C1F)S(=O)(=O)NC1=NC(=C(C=C1)C=1C=C2C=NC(=NC2=C(C1)CC)F)C